calcium tin [Sn].[Ca]